4-(2-Ethyl-6-methyl-3-pyridyl)-2-[1-[3-(triazol-1-yl)propanoyl]-3,6-dihydro-2H-pyridin-5-yl]benzothiophene-6-carboxylic acid C(C)C1=NC(=CC=C1C1=CC(=CC2=C1C=C(S2)C2=CCCN(C2)C(CCN2N=NC=C2)=O)C(=O)O)C